C(C)(C)C1=C(C=CC=C1)C1NCCOC1 3-(2-isopropylphenyl)morpholine